4-(2-(5-cyclopropyl-4-fluoro-3,3-dimethyl-2-oxoindolin-1-yl)acetamido)-3-methylpentanoic acid C1(CC1)C=1C(=C2C(C(N(C2=CC1)CC(=O)NC(C(CC(=O)O)C)C)=O)(C)C)F